N[C@@H]1CN(C[C@@H]([C@H]1O)C)C1=C2C(=NC=C1)OCC2 4-[(3R,4R,5S)-3-Amino-4-hydroxy-5-methylpiperidin-1-yl]-2,3-dihydrofuro[2,3-b]pyridin